4-(aminomethyl)-N-cyclopropyltetrahydro-2H-pyran-4-amine NCC1(CCOCC1)NC1CC1